[(2R,7AS)-2-FLUORO-HEXAHYDRO-PYRROLIZIN-7A-YL]METHOXY-4-(AZETIDIN-1-YL)-7-[7-FLUORO-3-HYDROXY-8-(1H-1,2,3-TRIAZOL-4-YL)NAPHTHALEN-1-YL]-8-METHYLPYRANO[4,3-D]PYRIMIDIN-5-ONE F[C@@H]1C[C@@]2(CCCN2C1)COC=1N=C(C2=C(N1)C(=C(OC2=O)C2=CC(=CC1=CC=C(C(=C21)C=2N=NNC2)F)O)C)N2CCC2